3-(5-(3,6-diazabicyclo[3.1.1]heptane-6-yl)-6,7-difluoro-1-oxoisoindoline-2-yl)piperidine C12CNCC(N1C=1C=C3CN(C(C3=C(C1F)F)=O)C1CNCCC1)C2